CN1N=CC=C1NC(=O)[C@@H]1CC12CCN(CC2)C(=O)OC(C(F)(F)F)C(F)(F)F 1,1,1,3,3,3-Hexafluoropropan-2-yl (R)-1-((1-methyl-1H-pyrazol-5-yl)carbamoyl)-6-azaspiro[2.5]octan-6-carboxylat